C1(CC1)C1=C(C=CC=C1)C=1C=C2C(CCC3(CNCC3)C2=CC1)O 6-(2-cyclopropylphenyl)-3,4-dihydro-2H-spiro[naphthalene-1,3'-pyrrolidine]-4-ol